tert-butyl N-[(3R)-1-(4-hydroxycyclohexyl)piperidin-3-yl]carbamate OC1CCC(CC1)N1C[C@@H](CCC1)NC(OC(C)(C)C)=O